O[C@@H]1C(C(=O)OC1)=C 3R-hydroxymethyl-Yl-butyrolactone